2,2-bis[2-aminophenyl]hexafluoropropane benzyl-palmitate C(C1=CC=CC=C1)OC(CCCCCCCCCCCCCCC)=O.NC1=C(C=CC=C1)C(C(F)(F)F)(C(F)(F)F)C1=C(C=CC=C1)N